octadecen-1-amine hydrofluoric acid salt F.C(=CCCCCCCCCCCCCCCCC)N